ClC=1C(=C(C=NC=2C(OC3=CC=CC=C3C2)=O)C=C(C1)Cl)O 3-((3,5-dichloro-2-hydroxybenzylidene)amino)-coumarin